F[C@@H]1[C@@H](C1)C(=O)NC1=NC=C2C=C(C(=NC2=C1)OC)C=1C=NC(=CC1C)C(CCC)O (1S,2S)-2-fluoro-N-(3-(6-(1-hydroxybutyl)-4-methylpyridin-3-yl)-2-methoxy-1,6-naphthyridin-7-yl)cyclopropane-1-carboxamide